5-chloro-2-((4-(4-(4-methylpiperazin-1-yl)piperidin-1-yl)phenyl)amino)pyrimidine-4-carboxylic acid ClC=1C(=NC(=NC1)NC1=CC=C(C=C1)N1CCC(CC1)N1CCN(CC1)C)C(=O)O